Difluoromethyl-3-(1H-indazol-5-yl)-2-isopropyl-imidazo[4,5-b]pyridine FC(F)C1=CC=C2C(=N1)N(C(=N2)C(C)C)C=2C=C1C=NNC1=CC2